ClC=1C(=CC2=C(N=C(N=C2N[C@H](C)C2=C(C(=CC=C2)C([C@H](C)O)(F)F)F)C)N1)C1(CC1)C#N 1-(7-chloro-4-(((R)-1-(3-((S)-1,1-difluoro-2-hydroxypropyl)-2-fluorophenyl)ethyl)amino)-2-methylpyrido[2,3-d]pyrimidin-6-yl)cyclopropane-1-carbonitrile